ClC1=NC=CC(=N1)N(C)C1=NNC(=C1)C1CC1 2-chloro-N-(5-cyclopropyl-1H-pyrazol-3-yl)-N-methylpyrimidin-4-amine